tert-butyl-4-methyl-3-(1H-pyrrolo[2,3-b]pyridin-4-yl)-2-(4-(trifluoromethyl)phenyl)-6,7-dihydropyrazolo[1,5-a]pyrazine-5(4H)-carboxylate C(C)(C)(C)OC(=O)N1C(C=2N(CC1)N=C(C2C2=C1C(=NC=C2)NC=C1)C1=CC=C(C=C1)C(F)(F)F)C